FC(CN(C(=O)C=1C=C2N=C(C=NC2=CC1)C=1C=C2C=CN(C(C2=CC1)=O)C)C)F N-(2,2-difluoroethyl)-N-methyl-3-(2-methyl-1-oxo-1,2-dihydro-6-isoquinolinyl)-6-quinoxalinecarboxamide